chloroxylenol cinnamyl-cinnamate cinnamyl-formate C(C=CC1=CC=CC=C1)C(=O)O.C(C=CC1=CC=CC=C1)C(C(=O)O)=CC1=CC=CC=C1.ClC=1C(C(C=CC1)(C)O)C